sodium benzoyl thiosulfate sodium salt [Na+].S(=S)(=O)(OC(C1=CC=CC=C1)=O)[O-].[Na+].C(C1=CC=CC=C1)(=O)OS(=S)(=O)[O-]